C(C1=CC=CC=C1)(=O)C1=CC=C(C(=O)NCC(=O)N2[C@@H](C[C@@](C2)(COC)F)C(=O)O)C=C1 (2S,4R)-1-((4-benzoylbenzoyl)glycyl)-4-fluoro-4-(methoxymethyl)pyrrolidine-2-carboxylic acid